BrC1=CC(=C(C=C1C(=O)OC)C(C(=O)OCC)(C(=O)OCC)C)[N+](=O)[O-] diethyl 2-(4-bromo-5-(methoxycarbonyl)-2-nitrophenyl)-2-methylmalonate